[Si]([O-])([O-])([O-])[O-].[Tb+4] terbium monosilicate